CC=1C(=CC=C(C(=O)N)C1)C(=O)N 5-methylterephthalamide